(S)-1-(tert-butoxycarbonyl)-2,5-dihydro-1H-pyrrole-2-carboxylic acid C(C)(C)(C)OC(=O)N1[C@@H](C=CC1)C(=O)O